ClCOC(C(CC)C)=O 2-methyl-butyric acid chloromethyl ester